(S)-4-(N-methylacetamido)-3-(4-methylphenyl)-N-((R)-1-(6-chloropyridin-3-yl)ethyl)-4,5-dihydro-1H-pyrazol-1-carboxamide CN(C(C)=O)[C@@H]1C(=NN(C1)C(=O)N[C@H](C)C=1C=NC(=CC1)Cl)C1=CC=C(C=C1)C